(1S,2S,3S,6R)-6-((2-(4'-chloro-[1,1'-biphenyl]-4-yl)ethyl)amino)-4-((difluoromethoxy)methyl)cyclohex-4-ene-1,2,3-triol ClC1=CC=C(C=C1)C1=CC=C(C=C1)CCN[C@@H]1C=C([C@@H]([C@@H]([C@H]1O)O)O)COC(F)F